ClC=1C(=C(C=CC1F)[C@@H](CC1CCC(CC1)(F)F)NC(=O)[C@H]1NC(NC1)=O)F |o1:8| (S)-N-((R or S)-1-(3-chloro-2,4-difluorophenyl)-2-(4,4-difluorocyclohexyl)ethyl)-2-oxoimidazolidine-4-carboxamide